FC(OC=1C=C(C=C(C1)F)C1=CC=C2C(N(C(N(C2=C1)S(=O)(=O)C1=CC(=CC=C1)C(F)(F)F)(C)C)CCOC)=O)F 7-(3-(difluoromethoxy)-5-fluorophenyl)-3-(2-methoxyethyl)-2,2-dimethyl-1-((3-(trifluoromethyl)phenyl)sulfonyl)-2,3-dihydroquinazolin-4(1H)-one